4-nitrophenyl ((1r,3r)-3-(2-(trifluoromethyl)pyrrolidin-1-yl)cyclobutyl) carbonate C(OC1=CC=C(C=C1)[N+](=O)[O-])(OC1CC(C1)N1C(CCC1)C(F)(F)F)=O